C1(=CC=CC=C1)[C@H]1N=C(O[C@@H]1C1=CC=CC=C1)C=1N=C2N(C=CC=C2C2=CC=CC=C2)C1 (4R,5R)-4,5-diphenyl-2-(8-phenylimidazo[1,2-a]pyridin-2-yl)-4,5-dihydro-oxazole